Cl.CC1(CC1)NC(OC1CCCC1)=O cyclopentyl (1-methylcyclopropyl)carbamate HCl salt